C(CCC\C=C/C\C=C/C\C=C/C\C=C/CCCCC)NCCO N-arachidonyl-ethanolamine